F[C@@H]1C[C@@]2(CCCN2C1)COC=1N=C(C2=C(N1)C(=C(N=C2)C2=CC(=CC1=CC=C(C(=C21)C#C)F)O)F)N2CC1CCC(C2)N1 4-(2-{[(2r,7as)-2-fluoro-hexahydro-1H-pyrrolizin-7a-yl]methoxy}-4-{3,8-diazabicyclo[3.2.1]oct-3-yl}-8-fluoropyrido[4,3-d]pyrimidin-7-yl)-5-ethynyl-6-fluoronaphthalene-2-ol